1-(3-methyloxetan-3-yl)methylamine CC1(COC1)CN